N2-[2-[2-(2-aminoethoxy)ethoxy]ethyl]-N4-cyclopropyl-6-phenyl-1,3,5-triazine-2,4-diamine NCCOCCOCCNC1=NC(=NC(=N1)NC1CC1)C1=CC=CC=C1